N-(3-chloro-4-(trifluoromethyl)phenyl)-2,5-diethyl-4-(pyrrolidine-1-carbonyl)-1H-pyrrole-3-sulfonamide ClC=1C=C(C=CC1C(F)(F)F)NS(=O)(=O)C1=C(NC(=C1C(=O)N1CCCC1)CC)CC